CN(C1CCC(CC1)NC1=C2C=C(N(C2=CC=C1)CC(F)(F)F)C#CCNC1=C(C=C(C=C1)S(=O)(=O)C)C)C (1S,4S)-N1,N1-dimethyl-N4-(2-(3-((2-methyl-4-(methylsulfonyl)phenyl)amino)prop-1-yn-1-yl)-1-(2,2,2-trifluoroethyl)-1H-indol-4-yl)cyclohexane-1,4-diamine